[Cu].[Cu](I)I copper iodide copper